ClC=1C=C(C=CC1)C(C(F)(F)F)=O 1-(3-Chlorophenyl)2,2,2-trifluoroethan-1-on